FC(C1=C(C=C2CCCN(C2=C1)C=1C=C2C(=C(N1)C)NC=C2C(=O)NC)C=2C=NN(C2)C)F 5-(7-(difluoromethyl)-6-(1-methyl-1H-pyrazol-4-yl)-3,4-dihydroquinolin-1(2H)-yl)-N,7-dimethyl-1H-pyrrolo[2,3-c]pyridine-3-carboxamide